The molecule is an organoarsonic acid salt and an organic sodium salt. It has a role as an antisyphilitic drug. It contains an arsanilate(1-). C1=CC(=CC=C1N)[As](=O)(O)[O-].[Na+]